C(C)(=O)N1[C@H](CCC2=CC(=CC=C12)C1=CC=C(CN(C(=O)C2=CC=3N=C(N=C(C3S2)N2CCOCC2)Cl)C)C=C1)C (S)-N-(4-(1-Acetyl-2-methyl-1,2,3,4-tetrahydroquinolin-6-yl)benzyl)-2-chloro-N-methyl-4-morpholinothieno[3,2-d]pyrimidine-6-carboxamide